N-(4-isopropylphenyl)-4-((1-methyl-2-oxo-1,2-dihydroquinolin-4-yl)oxy)butanamide C(C)(C)C1=CC=C(C=C1)NC(CCCOC1=CC(N(C2=CC=CC=C12)C)=O)=O